7-((2S,4S)-5-chloro-6-fluoro-2-phenyl-2-((S)-pyrrolidin-2-yl)-2,3-dihydrobenzofuran-4-yl)-8-fluoro-2,3-dihydrobenzo[b][1,4]dioxine-6-carboxamide ClC=1C(=CC2=C(C[C@@](O2)([C@H]2NCCC2)C2=CC=CC=C2)C1C=1C(=CC2=C(OCCO2)C1F)C(=O)N)F